tert-butyl (4S)-4-[3-(2,6-dioxo-3-piperidyl)-1-methyl-indazol-7-yl]-3,3-difluoro-piperidine-1-carboxylate O=C1NC(CCC1C1=NN(C2=C(C=CC=C12)[C@H]1C(CN(CC1)C(=O)OC(C)(C)C)(F)F)C)=O